tert-butyl (2S,5R)-4-((dimethylphosphoryl)(4-fluorophenyl)methyl)-2,5-dimethylpiperazine-1-carboxylate CP(=O)(C)C(N1C[C@@H](N(C[C@H]1C)C(=O)OC(C)(C)C)C)C1=CC=C(C=C1)F